OC=1C=C2[C@]3(CCC[C@@]([C@@H]3CCC2=CC1)(C(=O)OC)C)C Methyl (1S,4aS,10aR)-6-hydroxy-1,4a-dimethyl-1,2,3,4,4a,9,10,10a-octahydrophenanthrene-1-carboxylate